CC=1N(C(=CC1)C)C1=NN2C(C(=C(C=C2)C2=NC(=CC=C2)C=2C=NN(C2)C(CC)C2=CC=C(C=C2)F)OC)=N1 2-(2,5-dimethyl-1H-pyrrol-1-yl)-7-(6-(1-(1-(4-fluorophenyl)propyl)-1H-pyrazol-4-yl)pyridin-2-yl)-8-methoxy-[1,2,4]triazolo[1,5-a]pyridine